COC(=O)C1=CC2=C(C=N1)C[C@@]1(C(NC3=NC=CC=C31)=O)C2 (S)-2'-oxo-1',2',5,7-tetrahydrospiro[cyclopenta[c]pyridine-6,3'-pyrrolo[2,3-B]pyridine]-3-carboxylic acid methyl ester